[Cl-].[Cl-].C[Si](=[Zr+2](C1C(=CC2=C(C=CC=C12)C1=CC=C(C=C1)C(C)(C)C)C)C1C(=CC2=C(C=CC=C12)C1=CC=CC=C1)C(C)C)C Dimethylsilylene-(2-isopropyl-4-phenyl-indenyl)(2-methyl-4-(p-tert-butyl-phenyl)indenyl)zirconium dichloride